methyl 2-(3-oxotrifluoromethyl-4-iodophenyl)-2-methylpropionate O=C1C(C(=CC=C1I)C(C(=O)OC)(C)C)C(F)(F)F